trifluoromethanesulfonic acid, trimethylsulfonium salt C[S+](C)C.FC(S(=O)(=O)[O-])(F)F